2-(4-(trifluoromethyl)thiazol-2-yl)cyclopentan-1-ol FC(C=1N=C(SC1)C1C(CCC1)O)(F)F